(R)-1-chloro-3-(4-(2-(4-((S)-2-hydroxy-3-(1H-imidazol-1-yl)propoxy)phenyl)propan-2-yl)phenoxy)propan-2-ol ClC[C@@H](COC1=CC=C(C=C1)C(C)(C)C1=CC=C(C=C1)OC[C@H](CN1C=NC=C1)O)O